4-(5-methyl-2-((1-methyl-1H-pyrazol-5-yl)amino)pyrimidin-4-yl)-N-(pyridin-2-ylmethyl)oxazole-2-carboxamide CC=1C(=NC(=NC1)NC1=CC=NN1C)C=1N=C(OC1)C(=O)NCC1=NC=CC=C1